CC=1C=C2C(=C3C=4CCCCC4C(=NC13)C1=CC=C(C(=O)NOC3OCCCC3)C=C1)C=NN2 4-(5-Methyl-8,9,10,11-tetrahydro-3H-pyrazolo[4,3-a]phenanthridin-7-yl)-N-((tetrahydro-2H-pyran-2-yl)oxy)benzamide